FC=1C=C(C(=O)N(CCC(C)C)CC=2N=NN(C2)[C@@H](CC(=O)NO)CC2=CNC3=CC=CC=C23)C=CC1F 3,4-Difluoro-N-[[1-[(1R)-3-(hydroxyamino)-1-(1H-indol-3-ylmethyl)-3-oxo-propyl]triazol-4-yl]methyl]-N-isopentyl-benzamid